N6-(6-fluoro-2-pyridinyl)-1,3-benzothiazole-2,6-diamine FC1=CC=CC(=N1)NC1=CC2=C(N=C(S2)N)C=C1